FC=1C=NSC1N 4-fluoroisothiazol-5-amine